3-(3-Chloro-4-(4-((5-isopropyl-8-((2R,3S)-2-methyl-3-((methanesulfonyl)methyl)azetidin-1-yl)isoquinolin-3-yl)amino)pyrimidin-2-yl)-1H-pyrazol-1-yl)-2,2-dimethylpropanenitrile ClC1=NN(C=C1C1=NC=CC(=N1)NC=1N=CC2=C(C=CC(=C2C1)C(C)C)N1[C@@H]([C@H](C1)CS(=O)(=O)C)C)CC(C#N)(C)C